CN1C=C(C2=CC(=CC=C12)C=1N=C2N(C(C1C)=O)C=C(C=C2[C@@H](C)NC2=C(C(=O)O)C=CC=C2)C)C (R)-2-((1-(2-(1,3-dimethyl-1H-indol-5-yl)-3,7-dimethyl-4-oxo-4H-pyrido[1,2-a]pyrimidin-9-yl)ethyl)amino)benzoic acid